1-(tert-butyl) 2-ethyl (2S,4R)-4-fluoro-4-((2-((methylsulfonyl)oxy)ethoxy) methyl)pyrrolidine-1,2-dicarboxylate F[C@@]1(C[C@H](N(C1)C(=O)OC(C)(C)C)C(=O)OCC)COCCOS(=O)(=O)C